2,2,2-trifluoro-1-(5-(2-((1-((1-methyl-1H-pyrazol-4-yl)sulfonyl)piperidin-4-yl)amino)-5-(trifluoromethyl)pyrimidin-4-yl)thiazol-2-yl)ethan-1-ol FC(C(O)C=1SC(=CN1)C1=NC(=NC=C1C(F)(F)F)NC1CCN(CC1)S(=O)(=O)C=1C=NN(C1)C)(F)F